NCC(=O)OC1=NC2=CC=C(C=C2C(=C1)C1=CC=CC=C1)C#C[Si](C)(C)C (4-phenyl-6-((trimethyl silyl)ethynyl) quinolin-2-yl) glycinate